OC[C@H]1O[C@H](CN(C1)C(C1=CC=CC=C1)(C1=CC=CC=C1)C1=CC=CC=C1)N1C(NC(C(=C1)C)=O)=O 1-((2r,6s)-6-(hydroxymethyl)-4-tritylmorpholin-2-yl)-5-methylpyrimidine-2,4(1h,3h)-dione